FC1=CC=C(C=C1)C1CO1 2-(4-fluorophenyl) ethylene oxide